(2S,4R)-1-((R)-2-(2-naphthoylamino)-3-cyclohexylpropionyl)-N-(4-(2-amino-2-oxoacetyl)tetrahydro-2H-pyran-4-yl)-4-(2,4-dioxo-3,4-dihydropyrimidin-1(2H)-yl)pyrrolidine-2-carboxamide C1=C(C=CC2=CC=CC=C12)C(=O)N[C@@H](C(=O)N1[C@@H](C[C@H](C1)N1C(NC(C=C1)=O)=O)C(=O)NC1(CCOCC1)C(C(=O)N)=O)CC1CCCCC1